tert-butyl 5-((tert-butoxycarbonyl) amino)-3-(dimethylphosphoryl)-1H-pyrazole-1-carboxylate C(C)(C)(C)OC(=O)NC1=CC(=NN1C(=O)OC(C)(C)C)P(=O)(C)C